2-(3,5-dichloro-4-((5-isopropyl-6-oxo-1,6-dihydropyridin-3-yl)oxy)phenyl)-3,5-dioxo-2,3,4,5-tetrahydro-1,2,4-triazine-6-carboxylic acid ClC=1C=C(C=C(C1OC1=CNC(C(=C1)C(C)C)=O)Cl)N1N=C(C(NC1=O)=O)C(=O)O